trimethyl orthovalerate C(CCCC)(OC)(OC)OC